C(C)(C)(C)OC(=O)N1C(CC(CC1)O)C1=NC(=CC=C1)Br (6-bromopyridin-2-yl)-4-hydroxypiperidine-1-carboxylic acid tert-butyl ester